CN1N=C(C(=C1)C(=O)O\N=C\C1=C(C=CC=C1)[N+](=O)[O-])C(F)F (E)-2-nitrobenzaldehyde O-(1-methyl-3-(difluoromethyl)-1H-pyrazole-4-carbonyl) oxime